glycidoxy(methyl)silane C(C1CO1)O[SiH2]C